(2S,4R)-1-[(2S)-3,3-dimethyl-2-[[2-[2-[2-[2-(4-nitroindol-1-yl)ethoxy]ethoxy]ethoxy]acetyl]amino]butanoyl]-4-hydroxy-N-[[4-(4-methylthiazol-5-yl)phenyl]methyl]pyrrolidine-2-carboxamide CC([C@@H](C(=O)N1[C@@H](C[C@H](C1)O)C(=O)NCC1=CC=C(C=C1)C1=C(N=CS1)C)NC(COCCOCCOCCN1C=CC2=C(C=CC=C12)[N+](=O)[O-])=O)(C)C